ClC1=CC=NC2=CC(=C(C=C12)C)N1CCC(CC1)OCCCCNC(OC(C)(C)C)=O tert-Butyl (4-((1-(4-chloro-6-methylquinolin-7-yl)piperidin-4-yl)oxy)butyl)carbamate